ETHYL PHENYLPHOSPHINATE C1(=CC=CC=C1)P(OCC)=O